CC=1N=C2N(N=C(C=C2C)C2=CC(=C3C=C(N=NC3=C2)C2CCN(CC2)CCN(C)C)F)C1 2-{4-[7-(2,8-Dimethylimidazo[1,2-b]pyridazin-6-yl)-5-fluoro-cinnolin-3-yl]piperidin-1-yl}-N,N-dimethylethan-1-amine